C(C)(C)(C)OC(=O)N1CC2=C(N(C=3C=C(C=CC23)OC)CC2=CC=C(C=C2)S(N)(=O)=O)CC1 7-methoxy-5-(4-sulfamoyl-benzyl)-1,3,4,5-tetrahydro-2H-pyrido[4,3-b]indole-2-carboxylic acid tert-butyl ester